CN1N=C(C=C1)C=1C=C(C=CC1)C1=CC(=NC(N1C=1OC=CN1)N1CCOCC1)NC1=CC=[N+](C=C1)C 6-[3-(1-methylpyrazol-3-yl)phenyl]-N-(1-methylpyridin-1-ium-4-yl)-2-morpholino-1-oxazol-2-yl-pyrimidin-4-amine